FC(CCC1=NN=C(S1)C(=O)NCC1=NC=CC(=C1)C(F)(F)F)CN1N=NC(=C1)C(NCC=1C=NC=C(C1)C(F)(F)F)=O 5-{3-fluoro-4-[4-({[5-(trifluoromethyl)pyridin-3-yl]methyl}carbamoyl)-1H-1,2,3-triazol-1-yl]butyl}-N-{[4-(trifluoromethyl)pyridin-2-yl]methyl}-1,3,4-thiadiazole-2-carboxamide